lead bromide, ammonium salt [NH4+].[Pb](Br)Br